[SiH3]C=CC(=O)[O-] 3-silylacrylate